NC=1C(=NC=C(C1)S(=O)(=O)C1=CC=C(C=C1)C(F)(F)F)C(=O)N1CC(C1)(C)O (3-amino-5-{[4-(trifluoromethyl)phenyl]sulfonyl}pyridin-2-yl)(3-hydroxy-3-methylazetidin-1-yl)methanone